ClC=1C(=C(C=C(C1)C(F)(F)F)O)C1=CC2=C(N=N1)N(C=C2C)C2CC(C2)(C)O 3-chloro-2-[7-(cis-3-hydroxy-3-methylcyclobutyl)-5-methyl-7H-pyrrolo[2,3-c]pyridazin-3-yl]-5-(trifluoromethyl)phenol